ClC1=NC=C(C(=N1)NC=1C=C2C(CNC(C2=CC1)=O)(F)F)F 6-[(2-chloro-5-fluoro-pyrimidin-4-yl)amino]-4,4-difluoro-2,3-dihydroisoquinolin-1-one